CC1=CC=C2C(=C(NC2=C1)C1=CC=CC=C1)C(C[N+](=O)[O-])C=1SC=CC1 6-methyl-3-(2-nitro-1-(thiophen-2-yl)ethyl)-2-phenyl-1H-indole